C(C)N(CCCS(=O)(=O)N1CCC(CC1)NC1=NC=C(C(=N1)C=1C=NN(C1)CC(C)(O)C)C(F)(F)F)CC 1-(4-(2-((1-((3-(Diethylamino)propyl)sulfonyl)piperidin-4-yl)amino)-5-(trifluoromethyl)pyrimidin-4-yl)-1H-pyrazol-1-yl)-2-methylpropan-2-ol